C(C)(=O)N1CCC(CC1)NC=1C=C(C(=O)OC)C(=CN1)OC methyl 2-((1-acetylpiperidin-4-yl)amino)-5-methoxyisonicotinate